2-[4-Fluoro-3-[1-methyl-2-(4-methyl-5-thioxo-1H-1,2,4-triazol-3-yl)ethyl]phenyl]-4-(trifluoromethyl)-isoindolin-1-one FC1=C(C=C(C=C1)N1C(C2=CC=CC(=C2C1)C(F)(F)F)=O)C(CC1=NNC(N1C)=S)C